N[C@@H]([C@H](O)C)C(=O)[O-] L-threoninate